C(C)(=O)OC[C@H](NC(=O)C=1N=C(SC1)C=1C=NC(=NC1)NC(=O)OC(C)(C)C)C(=O)N[C@@H](CO[Si](C1=CC=CC=C1)(C1=CC=CC=C1)C(C)(C)C)C(=O)OC methyl N-(O-acetyl-N-(2-(2-((tert-butoxycarbonyl)amino)pyrimidin-5-yl)thiazole-4-carbonyl)-L-seryl)-O-(tert-butyldiphenylsilyl)-L-serinate